COC1=CC=C(C=C1)C1=NC(=NC(=N1)C1=C(C=C(C=C1)OCC(CCCC)CC)O)C1=C(C=C(C=C1)OCC(CCCC)CC)O 2,2'-(6-(4-methoxyphenyl)-1,3,5-triazin-2,4-diyl)bis(5-((2-ethylhexyl)oxy)phenol)